β-L-altrofuranose O[C@@H]1[C@H](O)[C@@H](O)[C@@H](O1)[C@@H](O)CO